ClC=1C=C2C(N(CCCC3=CC=CC=C3C=3C(=CC(=C(NS(C(C1O)=C2)(=O)=O)C3)F)F)C)=O 15-chloro-21,23-difluoro-16-hydroxy-11-methyl-18lambda6-thia-11,19-diazatetracyclo[18.3.1.113,17.02,7]pentacosa-1(24),2,4,6,13,15,17(25),20,22-nonaene-12,18,18-trione